The molecule is a member of the class of benzoyl-CoAs having 4-hydroxy-3-methoxybenzoyl (also known as vanilloyl) as the aroyl group. A potential intermediate of vanillate biosynthesis. CC(C)(COP(=O)(O)OP(=O)(O)OC[C@@H]1[C@H]([C@H]([C@@H](O1)N2C=NC3=C(N=CN=C32)N)O)OP(=O)(O)O)[C@H](C(=O)NCCC(=O)NCCSC(=O)C4=CC(=C(C=C4)O)OC)O